(1R,4S,5S)-rel-tert-Butyl 5-acetyl-2-azabicyclo[2.1.1]hexane-2-carboxylate C(C)(=O)[C@H]1[C@H]2CN([C@@H]1C2)C(=O)OC(C)(C)C |o1:3,4,7|